N-acryloylasparaginamid C(C=C)(=O)NC([C@@H](N)CC(N)=O)=O